C[C@@H]1[C@H]([C@@]2([C@@H](C2(C)C)[C@H]3[C@]1([C@@H]4C=C(C(=O)[C@]4(CC(=C3)CO)O)C)O)O)O The molecule is a diterpenoid with the structure of tigliane hydroxylated at C-4, -9, -12(beta), -13 and -20, with an oxo group at C-3 and unsaturation at the 1- and 6-positions. It is a tetracyclic diterpenoid, an enone, a cyclic ketone, a tertiary alcohol and a tertiary alpha-hydroxy ketone. It derives from a hydride of a tigliane.